6-(2-chlorophenyl)-2-{[3-methyl-4-(piperazin-1-yl)phenyl]amino}imidazo[1,2-a]pyrimido[5,4-e]pyrimidin-5(6H)-one ClC1=C(C=CC=C1)N1C=2N(C3=C(C1=O)C=NC(=N3)NC3=CC(=C(C=C3)N3CCNCC3)C)C=CN2